(3R)-N-(3-{5-cyclohexyl-2H-pyrazolo[3,4-b]pyridin-2-yl}-4-fluorophenyl)-3-fluoropyrrolidine C1(CCCCC1)C1=CC=2C(N=C1)=NN(C2)C=2C=C(C=CC2F)N2C[C@@H](CC2)F